3-[(3,3-dimethylbutoxy)methyl]-1-{[6-chloro-5-(trifluoromethyl)(2-pyridyl)]amino}-4-methylazoline-2,5-dione CC(CCOCC=1C(N(C(C1C)=O)NC1=NC(=C(C=C1)C(F)(F)F)Cl)=O)(C)C